S(=O)(=O)(O)C(C(=O)OC)C methyl sulfopropionate